FC=1C=C(C=C(C1)SC)[C@@H]1N(CCC1)C=1C=CC=2N(N1)C(=CN2)C(=O)OCC ethyl 6-[(2R)-2-[3-fluoro-5-(methylsulfanyl)phenyl]pyrrolidin-1-yl]imidazo[1,2-b]pyridazine-3-carboxylate